C(C)OC(=O)C=1N=CN(C1)CC=1C(=NC(=CC1)N1CC2(CC2)C1)Cl 1-[(6-{5-azaspiro[2.3]hex-5-yl}-2-chloropyridin-3-yl)methyl]-1H-imidazole-4-carboxylic acid ethyl ester